OC=1C=C2C=CC=C(C2=CC1)C1=C(C2=CC=CC=C2C(=C1)NS(=O)(=O)C1=CC=C(C=C1)OC)O N-(6,1'-Dihydroxy-[1,2']binaphthalenyl-4'-yl)-4-methoxy-benzenesulfonamide